[Br-].[Br-].[O-]CC.[O-]CC.[Hf+4] hafnium diethoxide dibromide